FC(C=1C(=C(C=CC1)[C@@H](C)\N=C/1\C2=C(N(C(=N1)C)C)C=NC(=C2)C2(CCN(CC2)C(C)=O)O)F)F (R,Z)-1-(4-(4-((1-(3-(difluoromethyl)-2-fluorophenyl)ethyl)imino)-1,2-dimethyl-1,4-dihydropyrido[3,4-d]pyrimidin-6-yl)-4-hydroxypiperidin-1-yl)ethan-1-one